CN(C(=O)C1CCN(CC1)C(=O)N)C N4,N4-dimethylpiperidine-1,4-dicarboxamide